BrC1=C(C#N)C=CC=C1C=CCCOC1OCCCC1 2-bromo-3-(4-((tetrahydro-2H-pyran-2-yl)oxy)but-1-en-1-yl)benzonitrile